[NH4+].NO hydroxylamine ammonium